C=1(C(=CC=C2C=CC=CC12)N=C=O)N=C=O NAPHTHALENEDIYL DIISOCYANATE